3-amino-4-mercaptobenzoyl-hydrazine NC=1C=C(C(=O)NN)C=CC1S